The molecule is a 1-acyl-2-oleoyl-sn-glycero-3-phosphate(2-) obtained by deprotonation of the phosphate OH groups of 1-arachidonoyl-2-oleoyl-sn-glycero-3-phosphate It is a conjugate base of a 1-arachidonoyl-2-oleoyl-sn-glycero-3-phosphate. CCCCCCCC/C=C\\CCCCCCCC(=O)O[C@H](COC(=O)CCC/C=C\\C/C=C\\C/C=C\\C/C=C\\CCCCC)COP(=O)([O-])[O-]